ClC=1C(=NC(=CC1)OC)OC[C@@H]1NCC(C1)C=1C=NNC1 3-chloro-6-methoxy-2-[[(2R)-4-(1H-pyrazol-4-yl)pyrrolidin-2-yl]methoxy]pyridine